ClC=1C=C(C=CC1)[C@H]1C[C@](C(N([C@@H]1C1=CC=C(C=C1)Cl)[C@@H](C(C)C)CS(=O)(=O)C(C)C)=O)(C)CC(=O)NC1=CC=C(C(=O)O)C=C1 4-[[2-[(3R,5R,6S)-5-(3-chlorophenyl)-6-(4-chlorophenyl)-1-[(1S)-1-(isopropylsulfonylmethyl)-2-methyl-propyl]-3-methyl-2-oxo-3-piperidyl]acetyl]amino]benzoic acid